CC1(CCN(CC1)C=1OC2=C(C=C(C=C2C(C1)=O)C)[C@@H](C)NC1=C(C(=O)OCC2=CC=CC=C2)C=CC=C1)C benzyl (R)-2-((1-(2-(4,4-dimethylpiperidin-1-yl)-6-methyl-4-oxo-4H-chromen-8-yl)ethyl)amino)benzoate